ClC1=NC=NC2=CC(=CC=C12)C(C(=O)N)=C (4-chloroquinazolin-7-yl)acrylamide